OC=1C(=C2C(=CNC2=CC1)CCNC(C)=O)Br N-[2-(5-Hydroxy-4-Bromo-1H-indol-3-yl)ethyl]acetamide